C1(CCC1)N1C(=NC2=C1C=C(C=C2)F)NC(CC(C)(C)C)=O N-(1-cyclobutyl-6-fluoro-1H-benzo[d]imidazol-2-yl)-3,3-dimethylbutanamide